(2-((5-Chloro-2-((3-(3-hydroxyphenyl)-1H-indazol-5-yl)amino)pyrimidin-4-yl)amino)phenyl)dimethylphosphine oxide ClC=1C(=NC(=NC1)NC=1C=C2C(=NNC2=CC1)C1=CC(=CC=C1)O)NC1=C(C=CC=C1)P(C)(C)=O